N4-(tert-Butyl)-6-chloro-2-(propylthio)pyrimidine-4,5-diamine C(C)(C)(C)NC1=NC(=NC(=C1N)Cl)SCCC